Cl.CC(=C(C(=O)N)CCCN)C dimethyl-aminopropyl-acrylamide hydrochloride